NCC(O)C1=CN=C(S1)C1=C(C=C(C#N)C=C1)OC=1N(N=C(C1)C1=CC=CC=C1)C 4-[5-(2-amino-1-hydroxyethyl)-1,3-thiazol-2-yl]-3-(2-methyl-5-phenylpyrazol-3-yl)oxybenzonitrile